(trimethylsilylpropyl)trimethylammonium chloride [Cl-].C[Si](C)(C)CCC[N+](C)(C)C